FC(C1(CC(C1)=O)OCCO)(F)F 2-(1-(trifluoromethyl)-3-oxocyclobutoxy)ethan-1-ol